2-fluorotetrahydropyrrolizine FC1CC2=CCCN2C1